C(CCCCCCCCCCCCCCCCCCCCC)(=O)O.C(CCCCCCCCCCCCCCCCCCCCC)(=O)O.OC[C@H](O)[C@@H](O)[C@H](O)[C@H](O)CO sorbitol dibehenate